4-(7-chloro-8-hydroxy-4-oxo-3-((6-(trifluoromethyl)pyridin-3-yl)methyl)-3,4-dihydrobenzo[4,5]thieno[2,3-d]pyrimidin-2-yl)-3-cyclopropylbenzonitrile ClC1=C(C2=C(C3=C(N=C(N(C3=O)CC=3C=NC(=CC3)C(F)(F)F)C3=C(C=C(C#N)C=C3)C3CC3)S2)C=C1)O